[Sm+].C(\C=C/C(=O)[O-])(=O)OCC monoethyl maleate samarium salt